OC1CCC(CC1)NC=1C2=C(NC(C1C=1NC=3C(=CC4=C(CCN(CC4)C)C3)N1)=O)C=CS2 7-(((1s,4s)-4-hydroxycyclohexyl)amino)-6-(7-methyl-1,5,6,7,8,9-hexahydroimidazo[4',5':4,5]benzo[1,2-d]azepin-2-yl)thieno[3,2-b]pyridin-5(4H)-one